CC(CCN(C(=O)OCC=1C(=NOC1C1=CC=C(O[C@@H]2C[C@H](CCC2)C(=O)O)C=C1)C)C)(C)C |r| (±)-(trans)-3-(4-(4-((((3,3-dimethyl-butyl)(methyl)carbamoyl)oxy)methyl)-3-methylisoxazol-5-yl)phenoxy)cyclohexane-1-carboxylic acid